6-chloro-4-iodopyrido[3,4-g]isoquinolin-1(2H)-one ClC1=NC=CC=2C=C3C(=CC12)C(=CNC3=O)I